C1=CC=CC=2C3=CC=CC=C3C(C12)COC(=O)N[C@H](C(=O)OC(C)(C)C)CC1=NC(=CC=C1)C#N tert-butyl (S)-2-((((9H-fluoren-9-yl)methoxy)carbonyl)amino)-3-(6-cyanopyridin-2-yl)propanoate